4-phenyloxazol-2-one C1(=CC=CC=C1)C=1NC(OC1)=O